CN1N=NC2=C1C=CC(=C2)C2=NN(C(=C2)C(F)(F)F)CC2=CC=C(C(=O)NO)C=C2 4-{[3-(1-methyl-1H-benzo[d][1,2,3]triazol-5-yl)-5-trifluoromethyl-1H-pyrazol-1-yl]methyl}-N-hydroxybenzamide